[2H]C(N\1CC(OCCCCCCCC/C=C/CCCCCCCC(N/C1=N/C(OCC1=CC=CC=C1)=O)=O)=O)([2H])[2H] (Z)-benzyl ((E)-4-trideuteriomethyl-2,7-dioxo-1-oxa-4,6-diazacyclotetracos-15-en-5-ylidene)carbamate